COCOC1=C(C=CC=C1)C=1N=NC=2NC=3CCN([C@@H](C3C2C1)C)C=1SC(=CN1)C1CCN(CC1)C(=O)OC(C)(C)C tert-butyl 4-[2-[(3R)-12-[2-(methoxymethoxy)phenyl]-3-methyl-4,8,10,11-tetrazatricyclo[7.4.0.02,7]trideca-1(9),2(7),10,12-tetraen-4-yl]thiazol-5-yl]piperidine-1-carboxylate